CCCCC(CCCC)NC1=CC=C(C(=O)O)C=C1 4-(N-5-n-nonylamino)benzoic acid